BrC=1C=C(C=CC1F)S(=O)(=O)N1CCC(CC1)C1=CC=CC=C1 1-(3-Bromo-4-fluoro-phenyl)sulfonyl-4-phenyl-piperidine